N-[1-[6-[(cyclobutylmethylamino)methyl]imidazo[1,2-a]pyridin-2-yl]propyl]-5-pyrrolidin-1-yl-pyridine-3-carboxamide C1(CCC1)CNCC=1C=CC=2N(C1)C=C(N2)C(CC)NC(=O)C=2C=NC=C(C2)N2CCCC2